FC1=C(N=CC2=C(N=C(C=C12)OC[C@]12CCCN2C[C@@H](C1)F)N1CC2CCC(C1)O2)C2=C(C=CC1=CC=CC=C21)O [4-fluoro-6-{[(2R,7aS)-2-fluorotetrahydro-1H-pyrrolizin-7a(5H)yl]methoxy}-8-(8-oxa-3-azabicyclo[3.2.1]octan-3-yl)-2,7-naphthyridin-3-yl]naphthalen-2-ol